C(C)(C)(C)C1CCN(CC1)C(=O)NC=1C(=NC=CC1C1=C(C=CC=C1)F)N1CC(CC1)(F)F 4-tert-butyl-N-[2-(3,3-difluoropyrrolidin-1-yl)-4-(2-fluorophenyl)-3-pyridyl]piperidine-1-carboxamide